2-Pyridin-4-yl-1,5,6,7-tetrahydropyrrolo[3,2-c]pyridin-4-one N1=CC=C(C=C1)C1=CC=2C(NCCC2N1)=O